[(hydroxymethyl)(dimethyl)silyl]-1-propanol OC[Si](C)(C)C(CC)O